OC1=C(C=C(C=C1)C(COC1=C(C=CC=C1)OC)O)OC 1-(4-hydroxy-3-methoxyphenyl)-2-(2-methoxyphenoxy)ethanol